aluminum bis(ethyl acetate) C(C)CC(=O)[O-].C(C)CC(=O)[O-].[Al+2]